(R)-8-(3-(ethoxymethyl)-4-methylpiperazin-1-yl)-7-methyl-1,2,3,4-tetrahydro-5H-chromeno[3,4-c]pyridin-5-one C(C)OC[C@H]1CN(CCN1C)C=1C=CC2=C(C1C)OC(C=1CNCCC12)=O